C(C1=CC=CC=C1)OC(CCCC(NCCOCCC(NCCCNC(CCCC)=O)=O)=O)=O 5,12,18-trioxo-9-oxa-6,13,17-triazadocosanoic benzyl ester